NC1=C(C=CC=C1)CCC1=CC=C(OC2CCN(CC2)C(=O)OC(C)(C)C)C=C1 tert-Butyl 4-[4-[2-(2-aminophenyl)ethyl]phenoxy]piperidine-1-carboxylate